NCC=1C=C(C=CC1)C1=CC=C2C(=N1)C(=CN2)C(=O)NC2=C(C=CC=C2)CC(=O)O 2-(2-(5-(3-(aminomethyl)phenyl)-1H-pyrrolo[3,2-b]pyridine-3-carboxamido)phenyl)acetic acid